ClC=1C=C(C=CC1F)NC(N(C)[C@H](C)C1=CN(C(C2=CC=CC=C12)=O)CCCO)=O (R)-3-(3-chloro-4-fluorophenyl)-1-(1-(2-(3-hydroxypropyl)-1-oxo-1,2-dihydroisoquinolin-4-yl)ethyl)-1-methylurea